3-(phenylthio)thiophene-2-carbonitrile C1(=CC=CC=C1)SC1=C(SC=C1)C#N